CC1(CC=2C(=NC(=C(C2)[N+](=O)[O-])N2CCC(CC2)(F)CO)O1)C [1-(2,2-dimethyl-5-nitro-3H-furo[2,3-b]pyridin-6-yl)-4-fluoro-4-piperidinyl]methanol